C(C)(C)(C)C1=CC=C(C=C1)C=1NC2=NC=CC=C2C(C1)=O 2-(4-(tert-butyl)phenyl)-1,8-naphthyridin-4(1H)-one